ClC1=CC=C(C(=N1)C(=O)O)N[C@H](C)C1=C2N=C(C(=NC2=CC(=C1)C)C#N)N1CC(C(CC1)(F)F)C 6-chloro-3-(((1R)-1-(2-cyano-3-(4,4-difluoro-3-methylpiperidin-1-yl)-7-methylquinoxalin-5-yl)ethyl)amino)picolinic acid